C(C)(C)(C)C=1C=C(CN(C(CN(S(=O)(=O)C2=C(C(=C(C(=C2F)F)F)F)F)CC2=C(C=CC=C2)C#N)=O)C2=C(C=C(C(=O)O)C=C2)OC2CC2)C=C(C1)C1CC1 4-(N-(3-(tert-butyl)-5-cyclopropylbenzyl)-2-(N-(2-cyanobenzyl)-(2,3,4,5,6-pentafluorophenyl)sulfonamido)acetamido)-3-cyclopropoxybenzoic acid